(R)-7-(3-(2-(7H-pyrrolo[2,3-c]pyridazin-5-yl)thiazol-4-yl)phenyl)-6,7-dihydro-5H-pyrrolo[1,2-a]imidazol-7-ol N1=NC=CC2=C1NC=C2C=2SC=C(N2)C=2C=C(C=CC2)[C@@]2(CCN1C2=NC=C1)O